4-((4-((3aR,6aS)-5-(2,2-difluorocyclopropane-1-carbonyl)hexahydropyrrolo[3,4-c]pyrrol-2(1H)-yl)-5-fluoropyrimidin-2-yl)amino)-N-ethyl-benzamide FC1(C(C1)C(=O)N1C[C@H]2[C@@H](C1)CN(C2)C2=NC(=NC=C2F)NC2=CC=C(C(=O)NCC)C=C2)F